(Z)-1-(2-Methyl-4-(1-(4-(perfluoroethoxy)phenyl)-1H-1,2,4-triazol-3-yl)phenyl)-3-(3-(naphthalen-1-yl)-4-oxothiazolidin-2-ylidene)urea CC1=C(C=CC(=C1)C1=NN(C=N1)C1=CC=C(C=C1)OC(C(F)(F)F)(F)F)NC(=O)\N=C\1/SCC(N1C1=CC=CC2=CC=CC=C12)=O